C(=O)(OC(C)(C)C)N1C(=CC2=CC=CC=C12)B(O)O N-BOC-Indole-2-boronic acid